trans-2-(4-((4-(1-Isopropyl-1H-pyrazol-4-yl)pyrimidin-2-yl)((4-(4-methoxy-3-methylphenyl)bicyclo[2.2.2]octan-1-yl)methyl)carbamoyl)cyclohexyl)acetic acid C(C)(C)N1N=CC(=C1)C1=NC(=NC=C1)N(C(=O)[C@@H]1CC[C@H](CC1)CC(=O)O)CC12CCC(CC1)(CC2)C2=CC(=C(C=C2)OC)C